1-(2-trimethylsilylethoxymethyl)-4-vinyl-pyrazolo[3,4-b]pyridine-3-carbonitrile C[Si](CCOCN1N=C(C=2C1=NC=CC2C=C)C#N)(C)C